CYCLOPENTYL ISOCYANIDE C1(CCCC1)[N+]#[C-]